C(#N)CNC(C1=C(C(=CC=C1)B1OC(C(O1)(C)C)(C)C)C)=O N-(cyanomethyl)-2-methyl-3-(4,4,5,5-tetramethyl-1,3,2-dioxaborolan-2-yl)benzamide